C1(CCCCC1)C[C@@H](C(N[C@H](C=O)C[C@H]1C(NCC1)=O)=O)NC(O[C@@H]1[C@@H](CCC1)CC1=CC(=CC=C1)Cl)=O (1S,2S)-2-(3-chlorobenzyl)cyclopentyl ((S)-3-cyclohexyl-1-oxo-1-(((S)-1-oxo-3-((S)-2-oxopyrrolidin-3-yl) propan-2-yl)amino)propan-2-yl)carbamate